5-Cyclopropyl-N-(1-(3',6'-dihydroxy-3-oxo-3H-spiro[isobenzofuran-1,9'-xanthen]-5-yl)-13-ethyl-1,12-dioxo-5,8-dioxa-2,11-diazapentadecan-13-yl)-6-(4-fluorobenzyl)picolinamide C1(CC1)C=1C=CC(=NC1CC1=CC=C(C=C1)F)C(=O)NC(C(NCCOCCOCCNC(=O)C=1C=C2C(OC3(C4=CC=C(C=C4OC=4C=C(C=CC34)O)O)C2=CC1)=O)=O)(CC)CC